7-(4-amino-4-methylpiperidin-1-yl)-4-(2,3-dichlorophenyl)-6-(hydroxymethyl)-1,2-dihydro-3H-pyrrolo[3,4-c]pyridin-3-one NC1(CCN(CC1)C=1C2=C(C(=NC1CO)C1=C(C(=CC=C1)Cl)Cl)C(NC2)=O)C